3-(3-ethyl-4-oxo-spiro[6,8-dihydro-5H-pyrazolo[4,3-c]azepine-7,4'-tetrahydropyran]-1-yl)propyl 4-methyl-1,2,5-oxadiazole-3-carboxylate CC=1C(=NON1)C(=O)OCCCN1N=C(C=2C(NCC3(CCOCC3)CC21)=O)CC